4-(3-ethoxy-4-hydroxyphenyl)butan-2-one butyl-4-(tributylstannyl)-5,6-dihydropyridine-1(2H)-carboxylate C(CCC)OC(=O)N1CC=C(CC1)[Sn](CCCC)(CCCC)CCCC.C(C)OC=1C=C(C=CC1O)CCC(C)=O